(isopropylsulfinyl)quinolin C(C)(C)S(=O)C1=NC2=CC=CC=C2C=C1